1,2-dichloro-4,5-diiodobenzene ClC1=C(C=C(C(=C1)I)I)Cl